S-(3-(2-Hydroxy-3-(methacryloyloxy)propoxy)-3-oxopropyl)-L-cystein OC(COC(CCSC[C@H](N)C(=O)O)=O)COC(C(=C)C)=O